tert-butyl 2-(3-((tert-butyldimethylsilyl)oxy)-2-(4-((tertbutyldimethylsilyl)oxy)-2-methylbutan-2-yl)-5-hydroxyphenyl)acetate [Si](C)(C)(C(C)(C)C)OC=1C(=C(C=C(C1)O)CC(=O)OC(C)(C)C)C(C)(CCO[Si](C)(C)C(C)(C)C)C